1-bromo-6,7-dihydro-5H-furo[3,2-c]pyrazolo[1,5-a]azepine-9-carboxylic acid methyl ester COC(=O)C1=CC=2C=3N(CCCC2O1)N=CC3Br